NC1=NC2=CC(=CC=C2C=N1)C=1C=C(C=C(C1)C#N)NC(C=C)=O N-[3-(2-aminoquinazolin-7-yl)-5-cyanophenyl]prop-2-enamide